N,N-diethyl-N'-2-propen-1-yl-thiourea C(C)N(C(=S)NCC=C)CC